5,7,2',4'-Tetrahydroxy-8,3'-di(gamma,gamma-dimethylallyl)-isoflavanone OC1=C2C(C(COC2=C(C(=C1)O)CC=C(C)C)C1=C(C(=C(C=C1)O)CC=C(C)C)O)=O